1-(2,4,5-trifluorobenzyl)-6-chloro-3-((oxazol-4-yl)methyl)pyrimidine-2,4(1h,3h)-dione FC1=C(CN2C(N(C(C=C2Cl)=O)CC=2N=COC2)=O)C=C(C(=C1)F)F